4-chloro-1-cyclopropoxy-2-nitrobenzene ClC1=CC(=C(C=C1)OC1CC1)[N+](=O)[O-]